ClC1=C(NC(N(C1=O)CC1=NC(=NO1)C[C@H](O)C1=CC=C(C=C1)Cl)=O)CNC(OC(C)(C)C)=O tert-butyl N-{[5-chloro-1-({3-[(2S)-2-(4-chlorophenyl)-2-hydroxyethyl]-1,2,4-oxadiazol-5-yl}methyl)-2,6-dioxo-3H-pyrimidin-4-yl]methyl}carbamate